ClC(C(OC1[C@H](O)[C@@H](O)[C@H](O)[C@H](O1)CO)=N)(Cl)Cl D-glucopyranosyl trichloroacetimidate